CC=1C2=C(N=CN1)N(C=C2)[C@H]2[C@@H]([C@@H]([C@H](C2)OC=2C1=C(N=CN2)CCNC1)O)O (1S,2S,3R,5S)-3-(4-methyl-7H-pyrrolo[2,3-d]pyrimidin-7-yl)-5-((5,6,7,8-tetrahydropyrido[4,3-d]pyrimidin-4-yl)oxy)cyclopentane-1,2-diol